COC[C@@H](C)NC=1C2=C(N=C(N1)NC1=CC=C(C=3OCCOC31)C=3C=NN(C3)C)NC=C2C#N (R)-4-((1-methoxypropan-2-yl)amino)-2-((8-(1-methyl-1H-pyrazol-4-yl)-2,3-dihydrobenzo[b][1,4]dioxin-5-yl)amino)-7H-pyrrolo[2,3-d]pyrimidine-5-carbonitrile